C(C)(=O)O[C@@H]1C(CC2=C(C=CC(=C12)SC(F)(F)F)OS(=O)(=O)C(F)(F)F)(F)F [(1S)-2,2-difluoro-7-(trifluoromethylsulfanyl)-4-(trifluoromethylsulfonyloxy)indan-1-yl] acetate